FC=1C(=C(C(=CC1C)C)C1=CC(=C(C(=C1)C)F)[C@H](CC(=O)O)NC(C(CC(C)C)N1C(C=C(C(=C1)CCN(C)C)C(F)(F)F)=O)=O)C (3S)-3-(3',4-difluoro-2',4',5,6'-tetramethylbiphenyl-3-yl)-3-(2-(5-(2-(dimethylamino)ethyl)-2-oxo-4-(trifluoromethyl)pyridin-1(2H)-yl)-4-methylpentanamido)propanoic acid